FC1=C(C=CC=C1)CN(C(C(N)=O)=O)CC(C)C N'-[(2-fluorophenyl)methyl]-N'-isobutyl-oxamide